(4S)-4-(2-(1-Ethyl-3-(trifluoromethyl)-1H-pyrazol-4-yl)phenyl)-6-(5-(piperidin-2-yl)pent-2-ynoyl)-4,5,6,7-tetrahydrothieno[2,3-c]pyridine-2-carbonitrile C(C)N1N=C(C(=C1)C1=C(C=CC=C1)[C@H]1C2=C(CN(C1)C(C#CCCC1NCCCC1)=O)SC(=C2)C#N)C(F)(F)F